(1S,5R)-3-(8-cyanoquinolin-5-yl)-5-(trifluoromethyl)-3-azabicyclo[3.1.0]hexane-1-Formamide C(#N)C=1C=CC(=C2C=CC=NC12)N1C[C@@]2(C[C@@]2(C1)C(F)(F)F)C(=O)N